2-((2-(4-(tert-Butyl)pyridin-2-yl)-4-fluoro-1H-pyrrolo[2,3-c]pyridin-5-yl)thio)-2-methylpropanoic acid C(C)(C)(C)C1=CC(=NC=C1)C1=CC=2C(=CN=C(C2F)SC(C(=O)O)(C)C)N1